O(C1=CC=CC=C1)P(=O)(OC1=CC=CC=C1)OC1=CCC(CN1C(=O)OC(C)(C)C)C tert-butyl 6-((diphenoxyphosphoryl)oxy)-3-methyl-3,4-dihydropyridine-1(2H)-carboxylate